[N+](=O)([O-])C1=CC=C(C=C1)S(=O)(=O)N1C(CN(CC1)C(C1=CC(=C(C(=C1)OCC1=CC=CC=C1)OCC1=CC=CC=C1)OCC1=CC=CC=C1)=O)C(=O)NC1=CC=CC=C1 ((4-nitrophenyl)sulfonyl)-N-phenyl-4-(3,4,5-tris(benzyloxy)benzoyl)piperazine-2-carboxamide